N-(methyl-d3)-6-((S)-spiro[2.4]heptane-1-carboxamido)-4-(((S)-2,4,5-trimethyl-4,5-dihydro-2H-[1,2,3]triazolo[4,5-c][1,7]naphthyridin-6-yl)amino)pyridazine-3-carboxamide C(NC(=O)C=1N=NC(=CC1NC1=NC=CC=2C=3C([C@@H](N(C12)C)C)=NN(N3)C)NC(=O)[C@H]3CC31CCCC1)([2H])([2H])[2H]